4-[4-({(1R)-1-[3-(difluoromethyl)-2-fluorophenyl]ethyl}amino)-2-methylpyrido[3,4-d]pyrimidin-6-yl]-1-(1-fluorocyclopropane-1-carbonyl)-1,4lambda5-azaphosphinan-4-one FC(C=1C(=C(C=CC1)[C@@H](C)NC=1C2=C(N=C(N1)C)C=NC(=C2)P2(CCN(CC2)C(=O)C2(CC2)F)=O)F)F